4-[(trifluoromethyl)sulfanyl]phenyl-3,8-diazabicyclo[3.2.1]octane-8-carboxamide FC(F)(F)SC1=CC=C(C=C1)C12CNCC(CC1)N2C(=O)N